7-(2,7-dimethyl-2H-indazol-5-yl)-8-fluoro(piperidin-4-yl)quinazolin-4(3H)-one tert-butyl-7-(difluoromethyl)-2,6-diazaspiro[3.4]octane-2-carboxylate C(C)(C)(C)OC(=O)N1CC2(C1)CNC(C2)C(F)F.CN2N=C1C(=CC(=CC1=C2)C2=CC=C1C(NC(=NC1=C2F)C2CCNCC2)=O)C